tert-butyl ((4-((1-benzylpiperidin-4-yl)oxy)-5-chloro-2-fluorophenyl)sulfonyl)(thiazol-4-yl)carbamate C(C1=CC=CC=C1)N1CCC(CC1)OC1=CC(=C(C=C1Cl)S(=O)(=O)N(C(OC(C)(C)C)=O)C=1N=CSC1)F